C(C1=CC=CC=C1)OC1=C(C(=[N+](C=C1)[O-])C)Cl 4-benzyloxy-3-chloro-2-methyl-1-oxido-pyridin-1-ium